(R)-5-(2-(dimethylamino)ethoxy)-2-methyl-N-(1-(3-(1-methyl-1H-pyrazol-4-yl)-5-(2-morpholinopyrimidin-5-yl)phenyl)ethyl)benzamide CN(CCOC=1C=CC(=C(C(=O)N[C@H](C)C2=CC(=CC(=C2)C=2C=NC(=NC2)N2CCOCC2)C=2C=NN(C2)C)C1)C)C